NC=1N=C(SC1C(=O)C=1C=NC(=CC1)C(F)F)N(C1=CC=C(C=C1)F)C(C(=O)N)C (N-[4-amino-5-[6-(difluoromethyl)pyridine-3-carbonyl]thiazol-2-yl]-4-fluoro-anilino)propanamide